4-methoxy-2-nitro-2'-(trifluoromethyl)-1,1'-biphenyl COC1=CC(=C(C=C1)C1=C(C=CC=C1)C(F)(F)F)[N+](=O)[O-]